4-(3-methoxyphenyl)-2-{3-[4-(pyrrolidin-1-yl)butyl]ureido}thiophene-3-carboxamide COC=1C=C(C=CC1)C=1C(=C(SC1)NC(=O)NCCCCN1CCCC1)C(=O)N